4-bromophenyl-dichlorophosphine BrC1=CC=C(C=C1)P(Cl)Cl